(R)-5-methyl-N-(4-methyl-3-(7-(methylamino)-1,6-naphthyridin-3-yl)phenyl)-4,5,6,7-tetrahydrobenzo[d]isoxazole-3-carboxamide C[C@@H]1CCC2=C(C(=NO2)C(=O)NC2=CC(=C(C=C2)C)C=2C=NC3=CC(=NC=C3C2)NC)C1